Cl.FC1=C(C=CC=C1C(F)(F)F)[C@@H](C)N |r| (R/S)-1-(2-Fluoro-3-(trifluoromethyl)phenyl)ethan-1-amine hydrochloride